NC1=CC=C(C=C1)NC(OC(C)(C)C)=O t-butyl (4-aminophenyl)carbamate